5-((Z)-((1R,3S,5S,7S)-5-chloroadamantan-2-ylidene)(methoxy)methyl)-2-iodophenol ClC12C[C@H]3C([C@H](CC(C1)C3)C2)=C(C=2C=CC(=C(C2)O)I)OC